N=1C=CN2C1C=CC(=C2)CNC(C2=CC=C(C=C2)S(NC2=CC(=CC=C2)OC(F)(F)F)(=O)=O)=O N-{imidazo[1,2-a]pyridin-6-ylmethyl}-4-{[3-(trifluoromethoxy)phenyl]sulfamoyl}benzamide